The molecule is a flavanone glycoside that is (2S)-flavanone substituted by hydroxy groups at positions 5 and 4', and a (6''-O-(3,4,5-trihydroxybenzoyl)-beta-D-glucopyranosyloxy residue at position 7. It has a role as a metabolite. It is a beta-D-glucoside, a flavanone glycoside, a monosaccharide derivative, a gallate ester, a dihydroxyflavanone and a member of 4'-hydroxyflavanones. C1[C@H](OC2=CC(=CC(=C2C1=O)O)O[C@H]3[C@@H]([C@H]([C@@H]([C@H](O3)COC(=O)C4=CC(=C(C(=C4)O)O)O)O)O)O)C5=CC=C(C=C5)O